ClC=1C(=C(C=CC1)C1(CNC1)NC1=CC=C2C=CN=C(C2=C1)OC1CCOCC1)C N-(3-(3-chloro-2-methylphenyl)azetidin-3-yl)-1-((tetrahydro-2H-pyran-4-yl)oxy)isoquinolin-7-amine